8-Methoxy-6-(5-fluoropyridin-2-yl)quinazolin-4-ol tert-butyl-4-cyano-4-(((6-(cyclopropyl(4-(trifluoromethyl)benzyl)amino)-5-fluoropyrimidin-4-yl)amino)methyl)piperidine-1-carboxylate C(C)(C)(C)C1N(CCC(C1)(CNC1=NC=NC(=C1F)N(CC1=CC=C(C=C1)C(F)(F)F)C1CC1)C#N)C(=O)OC1=NC=NC2=C(C=C(C=C12)C1=NC=C(C=C1)F)OC